C(CCCC)OC(CC(=O)O)CCCOCC(COCC1=CC=CC=C1)OCCCCCC(OC(CC)CC)=O 3-pentyloxy-6-[3-benzyloxy-2-[6-oxo-6-(3-pentyloxy)hexyloxy]propoxy]hexanoic acid